NC1=C(C2=C(S1)C(C(CC2)(CCOC(F)F)C#N)=O)C(=O)O 2-Amino-6-cyano-6-(2-(difluoromethoxy)ethyl)-7-oxo-4,5,6,7-tetrahydrobenzo[b]thiophene-3-carboxylic acid